FC=1C=C(C=CC1)[SiH](C)C (3-fluorophenyl)dimethylsilane